NC1=C2C(=NC=N1)N(N=C2C2=NOC(=C2B(O)O)C2CC2)C21CC(C2)C1 (3-(4-amino-1-(bicyclo[1.1.1]pentan-1-yl)-1H-pyrazolo[3,4-d]pyrimidin-3-yl)-5-cyclopropylisoxazol-4-yl)boronic acid